tert-butyl 2-({1-[2-(2,6-dioxo piperidin-3-yl)-3-hydroxy-1-oxo-3H-isoindol-5-yl]piperidin-4-yl}oxy)acetate O=C1NC(CCC1N1C(C2=CC=C(C=C2C1O)N1CCC(CC1)OCC(=O)OC(C)(C)C)=O)=O